C[C@H]1N(C[C@@H]([C@H]([C@@H]1O)O)O)CC1CCC2(CCC2)CC1 (2R,3R,4R,5S)-2-methyl-1-(spiro[3.5]non-7-ylmethyl)piperidine-3,4,5-triol